7-formyl-3,4-dihydro-2,4-methylene-1,8-naphthyridine-1(2H)-carboxamide C(=O)C1=CC=C2C3CC(N(C2=N1)C(=O)N)C3